heptadecafluorodecyl-trimethoxysilicon FC(C(C(C(C(C(C(F)(F)[Si](OC)(OC)OC)(F)F)(F)F)(F)F)(F)F)(F)F)(CCC(F)(F)F)F